NC(C(=O)N(CC(CC)C)CC(OCC)OCC)CO 2-amino-N-(2,2-diethoxyethyl)-3-hydroxy-N-(2-methylbutyl)propionamide